ClC=1C=C(C(=NC1)NC1C[C@H]2CC[C@@H](C1)N2C(=O)OC(C)(C)C)[N+](=O)[O-] tert-butyl (1r,3s,5s)-3-((5-chloro-3-nitropyridin-2-yl) amino)-8-azabicyclo[3.2.1]octane-8-carboxylate